C1(CC1)C=1C=CC=2C3=C(C(N(C2C1)C=1C(=NC=CC1)C)=O)N=C(N3C)CC3=CC=C(C=C3)OC 7-cyclopropyl-2-(4-methoxybenzyl)-1-methyl-5-(2-methylpyridin-3-yl)-1,5-dihydro-4H-imidazo[4,5-c]quinolin-4-one